3-(2-((propylthio)methyl)imidazo[1,2-a]pyridin-7-yl)-5-(trifluoromethyl)-1,2,4-oxadiazole C(CC)SCC=1N=C2N(C=CC(=C2)C2=NOC(=N2)C(F)(F)F)C1